ClC1=C(C=C(C=C1)C=1C=C2C(=NC1)C=NN2CC=2OC(=NN2)C)OC(F)F 2-[[6-[4-Chloro-3-(difluoromethoxy)phenyl]pyrazolo[4,3-b]pyridin-1-yl]methyl]-5-methyl-1,3,4-oxadiazole